C(C)C1CN(C(CO1)C1=CC=C(C=C1)B1OC(C(O1)(C)C)(C)C)C(=O)[O-] 2-ethyl-5-(4-(4,4,5,5-tetramethyl-1,3,2-dioxaborolan-2-yl)phenyl)morpholine-4-carboxylate